CN(CCNC=1C=C(C=CC1)CO[C@H](CO)CCCCCCCCCCCCCCCCCC(F)(F)F)C (2S)-2-[[3-[2-(dimethylamino)ethylamino]-phenyl]methoxy]-20,20,20-trifluoro-icosan-1-ol